Cl.S(=O)(=O)(CCN)N tauryl-amine hydrochloride